2-(3,5-dichloro-1-methyl-indazol-4-yl)-1-[(1S,3R)-3-(hydroxymethyl)-5-(1-hydroxy-1-methyl-ethyl)-1-methyl-3,4-dihydro-1H-isoquinolin-2-yl]ethanone nickel-cobalt-aluminum [Al].[Co].[Ni].ClC1=NN(C2=CC=C(C(=C12)CC(=O)N1[C@H](C2=CC=CC(=C2C[C@@H]1CO)C(C)(C)O)C)Cl)C